N[S@](=NC(=O)C=1C(=NC(=CC1)C(C)(C)C)OC1=C(C=C(C=C1C)C)C)(=O)C1=NC(=CC=C1)N N-[(R)-amino(6-aminopyridin-2-yl)oxo-λ6-sulfanylidene]-6-tert-butyl-2-(2,4,6-trimethylphenoxy)pyridine-3-carboxamide